(E)-2-(tert-butyl)-6-isopropylpropyl-4H-chromen C(C)(C)(C)C(CC=1OC2=CC=C(C=C2CC1)C(C)C)C